FC1(CCC(CC1)[C@H](NC(=O)C=1C=CN2CCCC12)C1=NC2=C(N1)C=CC(=C2)[C@@H](C)NC(CCC(F)(F)F)=O)F N-((S)-(4,4-Difluorocyclohexyl)(5-((R)-1-(4,4,4-trifluorobutanamido)ethyl)-1H-benzo[d]imidazol-2-yl)methyl)-2,3-dihydro-1H-pyrrolizine-7-carboxamide